N1=C(C=CC=C1)CCN1[C@H](CCC1)C(=O)NC1=CC=C(C=C1)OC=1C=NC=CC1 (R)-1-(2-(pyridin-2-yl)ethyl)-N-(4-(pyridin-3-yloxy)phenyl)pyrrolidine-2-carboxamide